C(C(O)C(O)C(=O)O)(=O)O.C(C)OC1=C(C(=O)C=2C=C3C=4CC(CCC4NC3=CC2)CNCC(C)C)C=CC=C1 6-(2-ethoxybenzoyl)-3-(isobutyl)aminomethyl-1,2,3,4-tetrahydro-9H-carbazole tartarate